N-succinimidyl 4-(2-pyridyldithio)butanoate C1CC(=O)N(C1=O)OC(=O)CCCSSC2=CC=CC=N2